C(CCC)C1(CS(C2=C(N(C1)C1=CC=CC=C1)C=C(C(=C2)CO)SC)(=O)=O)C 3-butyl-8-(hydroxymethyl)-3-methyl-7-(methylsulfanyl)-5-phenyl-2,3,4,5-tetrahydro-1,5-benzothiazepine 1,1-dioxide